5-(2-(4-((2-((tert-Butoxycarbonyl)amino)phenyl)carbamoyl)phenyl)acetamido)pentanoic acid C(C)(C)(C)OC(=O)NC1=C(C=CC=C1)NC(=O)C1=CC=C(C=C1)CC(=O)NCCCCC(=O)O